ClC=1C(=NC=C(C1)C(F)(F)F)N1C(OC2=C1C=CC=C2)=O 3-(3-chloro-5-(trifluoromethyl)pyridin-2-yl)-2-oxo-2,3-dihydrobenzoxazole